N[C@@H]1CN(CC1)C(=O)C=1SC(=CC1C)C1=CC=C(C=C1)C1CCN(CC1)CC1CN(CCO1)C ((S)-3-aminopyrrolidin-1-yl)(3-methyl-5-(4-(1-((4-methylmorpholin-2-yl)methyl)piperidin-4-yl)phenyl)thiophen-2-yl)methanone